FC1=C(C(=CC(=C1)S(=O)(=O)N1C[C@H](CC1)F)F)C1=CC(=C2C=CC(=NC2=N1)C=1CCN(CC1)C(=O)OC(C)(C)C)C tert-butyl 4-(7-{2,6-difluoro-4-[(3S)-3-fluoropyrrolidine-1-sulfonyl] phenyl}-5-methyl-1,8-naphthyridin-2-yl)-3,6-dihydropyridine-1(2H)-carboxylate